CC1(C(C2=CC=C(C=C2C1)C1=C(C=CC=C1)C(F)(F)F)NC(O[C@@H]1CN2CCC1CC2)=O)C (S)-quinuclidin-3-yl (2,2-dimethyl-5-(2-(trifluoromethyl)phenyl)-2,3-dihydro-1H-inden-1-yl)carbamat